3-methyl-5-propylpyrido[3,2-e][1,2,4]Triazolo[4,3-a]Pyrazine CC1=CC=2N(CC=3N(C2N=C1)C=NN3)CCC